(S)-(-)-8-diphenylphosphino-1,2,3,4-tetrahydro-1-naphthylamine C1(=CC=CC=C1)P(C=1C=CC=C2CCC[C@@H](C12)N)C1=CC=CC=C1